C(C(=C)C)(=O)OCC[Si](OC)(OC)OC 2-Methacryloyloxyethyltrimethoxysilan